2-(4-(4-fluorophenyl)thiazol-2-yl)-2-methylpropionic acid FC1=CC=C(C=C1)C=1N=C(SC1)C(C(=O)O)(C)C